3-(3-amino-4-methoxyphenoxy)propane-1-sulfonic acid NC=1C=C(OCCCS(=O)(=O)O)C=CC1OC